C(C)O[Si](CCC=1C2CCC(C1)(C2)C(C)=S)(OCC)OCC 2-(2-triethoxysilyl-1-ethyl)-4-thioacetylnorbornene